OC1=C(C=C(C=C1)NC(C1=CC=C(C=C1)C(F)(F)F)=O)S(=O)(=O)C N-(4-hydroxy-3-(methylsulfonyl)phenyl)-4-(trifluoromethyl)benzamide